C1(=CC=CC=C1)C(C(=O)Cl)CCC Phenylvaleric chloride